NC1=NC(=CC(=N1)N1CCC2(C[C@H](NC2)C(=O)OCC)CC1)O[C@@H](C(F)(F)F)C1=C(C=C(C=C1)CC)N1N=C(C=C1)C (S)-ethyl 8-(2-amino-6-((R)-1-(4-ethyl-2-(3-methyl-1H-pyrazol-1-yl)phenyl)-2,2,2-trifluoroethoxy)pyrimidin-4-yl)-2,8-diazaspiro[4.5]decane-3-carboxylate